C1(CC1)C1=CC(=NN1)NC1=NC(=NC=C1)N1C2CCC(C1)(CC2)CNC N-(5-Cyclopropyl-1H-pyrazol-3-yl)-2-[4-(methylaminomethyl)-2-azabicyclo[2.2.2]octan-2-yl]pyrimidin-4-amine